pyrimidinediamine Benzensulfonic Acid Salt C1(=CC=CC=C1)S(=O)(=O)O.N1=C(N=C(C=C1)N)N